N1=CN=C(C2=CC=CC=C12)N1CC2(C1)CCNCC2 2-(quinazolin-4-yl)-2,7-diazaspiro[3.5]nonan